CN1N=CC(=C1C(F)(F)F)C=O 1-methyl-5-(trifluoromethyl)-1H-pyrazole-4-carbaldehyde